1-(hydroxymethyl)biguanide OCNC(=N)NC(=N)N